OC[C@@H](C)N1C(=NN=C1)C1=CC=CC(=N1)NC(=O)C1=C(C=C2CCN(CC2=C1)C(=O)OC(C)(C)C)OC tert-butyl (R)-7-((6-(4-(1-hydroxypropan-2-yl)-4H-1,2,4-triazol-3-yl)pyridin-2-yl)carbamoyl)-6-methoxy-3,4-dihydroisoquinoline-2(1H)-carboxylate